naphthalenesulfonate potassium [K+].C1(=CC=CC2=CC=CC=C12)S(=O)(=O)[O-]